8-(4-Chloro-2-fluorophenyl)-2,3-dimethyl-6-(2-(2-methylpyrimidin-5-yl)morpholino)pyrimido[5,4-d]pyrimidin-4(3H)-one ClC1=CC(=C(C=C1)C1=NC(=NC2=C1N=C(N(C2=O)C)C)N2CC(OCC2)C=2C=NC(=NC2)C)F